1-(4-(Bromomethyl)-6-fluoropyridin-2-yl)dihydropyrimidine-2,4(1H,3H)-dione BrCC1=CC(=NC(=C1)F)N1C(NC(CC1)=O)=O